[Cl-].C(CCCCCCCCCCC)OC(CCCCC[NH+](C)C)=O 6-(dodecyloxy)-N,N-dimethyl-6-oxohexane-1-aminium chloride